1,4-butylenediphosphonic acid C(CCCP(O)(O)=O)P(O)(O)=O